NC1=NN2C(N=CC=C2)=C1C(=O)NC(C)C=1C=C(C=2N(C1N1C[C@H](CCC1)O)N=CC2C#N)Cl 2-Amino-N-(1-(4-chloro-3-cyano-7-((S)-3-hydroxypiperidin-1-yl)pyrazolo[1,5-a]pyridin-6-yl)ethyl)pyrazolo[1,5-a]pyrimidine-3-carboxamide